BrC=1N=CC=2N(C1)C=C(N2)[C@@H]2N(CCC2)C(=O)OC(C)(C)C |r| rac-tert-Butyl 2-{6-bromoimidazo[1,2-a]pyrazin-2-yl}pyrrolidine-1-carboxylate